methylsulfonyl-[3-[rac-(1R)-3-(oxetan-3-ylamino)-1-[[rac-(6S)-6-tert-butyl-5,6,7,8-tetrahydrothieno[2,3-b]quinoline-2-carbonyl]amino]propyl]phenyl]azanide magnesium-calcium salt [Ca+2].[Mg+2].CS(=O)(=O)[N-]C1=CC(=CC=C1)[C@@H](CCNC1COC1)NC(=O)C1=CC=2C(=NC=3CC[C@@H](CC3C2)C(C)(C)C)S1.CS(=O)(=O)[N-]C1=CC(=CC=C1)[C@@H](CCNC1COC1)NC(=O)C1=CC=2C(=NC=3CC[C@@H](CC3C2)C(C)(C)C)S1.CS(=O)(=O)[N-]C1=CC(=CC=C1)[C@@H](CCNC1COC1)NC(=O)C1=CC=2C(=NC=3CC[C@@H](CC3C2)C(C)(C)C)S1.CS(=O)(=O)[N-]C1=CC(=CC=C1)[C@@H](CCNC1COC1)NC(=O)C1=CC=2C(=NC=3CC[C@@H](CC3C2)C(C)(C)C)S1 |r|